Cl.CC1CC(CNC1)COC=1C(=NC=CC1)C(F)(F)F 3-((5-methylpiperidin-3-yl)methoxy)-2-(trifluoromethyl)pyridine hydrochloride